N-[2-(3,5-dimethoxyphenyl)ethyl]-2-[1-[(4-methylphenyl)methyl]-5-oxopyrrolidin-2-yl]acetamide COC=1C=C(C=C(C1)OC)CCNC(CC1N(C(CC1)=O)CC1=CC=C(C=C1)C)=O